F[C@H]1[C@@H]2CC[C@H](C[C@H]1N(C1=CN=C(N=N1)C1=C(C=C(C=C1)C=1C=NNC1)O)C)N2 2-(6-(((1S,2S,3R,5R)-2-fluoro-8-azabicyclo[3.2.1]oct-3-yl)(methyl)amino)-1,2,4-triazin-3-yl)-5-(1H-pyrazol-4-yl)phenol